[Mn].[Ti].[C] carbon titanium manganese